3-(Benzyloxy)-1-((tert-butoxycarbonyl)amino)-4-oxo-1,4-dihydropyridine-2-carboxylic acid C(C1=CC=CC=C1)OC1=C(N(C=CC1=O)NC(=O)OC(C)(C)C)C(=O)O